O1C(OCC1)C1=C(C(=C(C=C1)C1(CC1)C(=O)O)F)OCC1=CC=C(C=C1)OC 1-[4-(1,3-dioxolan-2-yl)-2-fluoro-3-[(4-methoxyphenyl)methoxy]phenyl]cyclopropane-1-carboxylic acid